1,1,1,2,3,3,3-heptafluoro-2-(1,1,2,3,3,3-hexafluoro-2-iodopropoxy)propane FC(C(C(F)(F)F)(OC(C(C(F)(F)F)(I)F)(F)F)F)(F)F